(3R,4s,5S)-3,4,5-trimethylpiperidin-4-ol C[C@@H]1CNC[C@@H](C1(O)C)C